BrC1=CC=C(C=C1)[C@@]1([C@@H](C1)C)CCC(=O)O 3-((cis)-1-(4-bromophenyl)-2-methyl-cyclopropyl)propanoic acid